2-(2-methoxy-5-(methoxy-d3)phenyl)ethan-1,1,2,2-d4-1-amine COC1=C(C=C(C=C1)OC([2H])([2H])[2H])C(C(N)([2H])[2H])([2H])[2H]